CC(CCC(C)C1CCC2C3=CCC4CC(CCC4(C3CCC12C)C)O)C(C)C 17-(5,6-dimethylheptan-2-yl)-10,13-dimethyl-2,3,4,5,6,9,11,12,14,15,16,17-dodecahydro-1H-cyclopenta[a]phenanthren-3-ol